4-oxaspiro[2.3]hexane C1CC12OCC2